[N+](=O)([O-])C1=CC=C(S1)C=O 5-nitrothiophene-2-carbaldehyde